N-(4-fluorobenzyl)-4-(3-(pyridin-4-ylmethyl)ureido)benzamide FC1=CC=C(CNC(C2=CC=C(C=C2)NC(=O)NCC2=CC=NC=C2)=O)C=C1